(4S)-3-((3-methoxy-phenyl)sulfonyl)-4-propyldihydro-furan-2(3H)-one COC=1C=C(C=CC1)S(=O)(=O)C1C(OC[C@@H]1CCC)=O